1-(3-((4,4-bis(((Z)-oct-5-en-1-yl)oxy)butanoyl)oxy)-2-(((4-(((2-(pyrrolidin-1-yl)ethyl)carbamoyl)oxy)decanoyl)oxy)methyl)propyl) 7-(3-hexylnonyl) heptanedioate C(CCCCCC(=O)OCCC(CCCCCC)CCCCCC)(=O)OCC(COC(CCC(OCCCC\C=C/CC)OCCCC\C=C/CC)=O)COC(CCC(CCCCCC)OC(NCCN1CCCC1)=O)=O